(S)-1-(3-chloro-5'-fluoro-2'-hydroxy-3'-(2-(3-(methoxymethyl)piperazin-1-yl)pyridin-4-yl)-[1,1'-biphenyl]-4-yl)-3-methyl-1H-imidazol-2(3H)-one 2,2,2-trifluoroacetate FC(C(=O)O)(F)F.ClC=1C=C(C=CC1N1C(N(C=C1)C)=O)C1=C(C(=CC(=C1)F)C1=CC(=NC=C1)N1C[C@H](NCC1)COC)O